C1(CCCCCC1)OC1=CC=C(C=C1)NC=1SC(=C(N1)C)C(C)=O 2-((4-(cycloheptyloxy)phenyl)amino)-4-methyl-5-acetylthiazole